tert-butyl N-[1-[2-[[tert-butyl(dimethyl)silyl]oxymethyl]-7-[(6,8-dimethylimidazo[1,2-a]pyrazin-2-yl)carbamoyl]pyrazolo[1,5-a]pyridin-4-yl]-4-piperidyl]-N-cyclopropyl-carbamate [Si](C)(C)(C(C)(C)C)OCC1=NN2C(C(=CC=C2C(NC=2N=C3N(C=C(N=C3C)C)C2)=O)N2CCC(CC2)N(C(OC(C)(C)C)=O)C2CC2)=C1